NC1=C(C(=NC(=N1)N1CCC2(CC1)C(C1=C(C=NC=C1)C2)=O)C#N)Br 6-amino-5-bromo-2-(5-oxo-5,7-dihydrospiro[cyclopenta[c]pyridine-6,4'-piperidin]-1'-yl)pyrimidine-4-carbonitrile